OCC[C@H](CC/C=C(/CCC=O)\C)C (S,E)-10-hydroxy-4,8-dimethyldec-4-enal